C(C)OC1=C(C(=CC=C1OC)C1=CC(=CC=C1)C1CB(OC1)O)C#N 3-Ethoxy-3'-(2-hydroxy-1,2-oxaborolan-4-yl)-4-methoxy-[1,1'-biphenyl]-2-carbonitril